tert-butyl-6,7,8,9-tetrahydro-5H-6,9-epiminocyclohepta[c]pyridine-10-carboxylate C(C)(C)(C)OC(=O)N1C2CC3=C(C=NC=C3)C1CC2